N-Cyclopropyl-1-(4-(1,4-dimethyl-2-(4-(methylsulfonyl)phenyl)-1H-benzo[d]imidazol-6-yl)-2-fluorobenzyl)-N-methylpiperidin-4-amin C1(CC1)N(C1CCN(CC1)CC1=C(C=C(C=C1)C=1C=C(C2=C(N(C(=N2)C2=CC=C(C=C2)S(=O)(=O)C)C)C1)C)F)C